C(#N)C(C)(C)NC(=O)C1=NC=CC(=C1)N1OC=CC1CC(C)C N-[2-[(1-Cyano-1-methylethyl)carbamoyl]-4-pyridyl]-3-isobutylisoxazol